9-iodo-5-chloro-7-(4-methoxybenzyl)-7H-imidazo[1,2-c]Pyrazolo[4,3-e]Pyrimidine IC1=NN(C2=C1C=1N(C(=N2)Cl)C=CN1)CC1=CC=C(C=C1)OC